(2S,3R)-3-acetamido-2-aminobutanoic acid C(C)(=O)N[C@@H]([C@@H](C(=O)O)N)C